2-(7-((2S,5R)-4-(1-(2,5-difluoro-4-methoxyphenyl)ethyl)-2,5-dimethylpiperazin-1-yl)-4-methyl-5-oxo-4,5-dihydro-2H-pyrazolo[4,3-b]pyridin-2-yl)acetonitrile FC1=C(C=C(C(=C1)OC)F)C(C)N1C[C@@H](N(C[C@H]1C)C=1C=2C(N(C(C1)=O)C)=CN(N2)CC#N)C